FC=1C=C(C=NC1)CN1N=C(C=CC1=O)C=1C=NC(=NC1)N(CC(F)(F)F)C 2-((5-fluoropyridin-3-yl)methyl)-6-(2-(methyl(2,2,2-trifluoroethyl)amino)pyrimidin-5-yl)pyridazin-3(2H)-one